N-Bochydroxylamine Tert-butyl-(S)-(1-(3-bromo-4-iodobenzoyl)pyrrolidin-3-yl)carbamate C(C)(C)(C)N(C(O)=O)[C@@H]1CN(CC1)C(C1=CC(=C(C=C1)I)Br)=O.C(=O)(OC(C)(C)C)NO